1-isopropyl-4-oxopiperidine C(C)(C)N1CCC(CC1)=O